ClC1=CC(=C(C2=C1NC(=N2)C(F)(F)F)N2C(N(C(=CC2=O)C(F)(F)F)C)=O)F [7-Chloro-5-fluoro-2-(trifluoromethyl)-1H-benzimidazol-4-yl]-1-methyl-6-(trifluoromethyl)pyrimidin-2,4(1H,3H)-dion